C1OCC2C1CN(C2)[C@H]2[C@H](N(CC2)C(=O)OCC2=CC=CC=C2)C2=C(C(=CC=C2)OC)C Benzyl (2R,3R)-3-(1,3,3a,4,6,6a-hexahydrofuro[3,4-c]pyrrol-5-yl)-2-(3-methoxy-2-methyl-phenyl)pyrrolidine-1-carboxylate